ClC1=C(C(=CC=C1)Cl)C=1C(C2=C(N=C(N=C2)NC=2C=C3CC(CC3=CC2)N(C)C)N(C1)C)=O 6-(2,6-dichlorophenyl)-2-{[2-(dimethylamino)-2,3-dihydro-1H-inden-5-yl]amino}-8-methylpyrido[2,3-d]pyrimidin-5(8H)-one